3,5,4',5'-tetrahydroxystilbene OC=1C=C(C=C(C1)O)C=CC1=CC=C(C(=C1)O)O